1-(9H-fluoren-9-yl)-3-oxo-2,7,10-trioxa-4-azadodecane C1=CC=CC=2C3=CC=CC=C3C(C12)COC(NCCOCCOCC)=O